O=[In][C@@H](O)[C@@H](O)[C@@H](O)[C@H](O)CO indatalose